2-(6-morpholinopyrimidin-4-yl)-N-phenyl-2-azabicyclo[2.2.1]heptan-6-amine O1CCN(CC1)C1=CC(=NC=N1)N1C2C(CC(C1)C2)NC2=CC=CC=C2